Methyl 2-(chloromethyl)-1-((1-ethyl-1H-imidazol-5-yl)methyl)-4-methoxy-1H-benzo[d]imidazole-6-carboxylate dihydrochloride Cl.Cl.ClCC1=NC2=C(N1CC1=CN=CN1CC)C=C(C=C2OC)C(=O)OC